2-((R)-6-fluoro-3-thioxo-2,5,6,7-tetrahydro-3H-pyrrolo[1,2-c]imidazol-1-yl)-2-(4-fluoro-6-iodo-2H-indazol-2-yl)acetic acid ethyl ester C(C)OC(C(N1N=C2C=C(C=C(C2=C1)F)I)C1=C2N(C(N1)=S)C[C@@H](C2)F)=O